C1(CC1)N1C(=O)N(C=2N=C(NC2C1=O)C=1C=NC(=CC1)NCC1=CC(=CC=C1)CNC(=O)C1=CC=C(C=C1)C(=O)O)CCC Cyclopropyl-3-propyl-8-(6-(((3-(((4-carboxyphenyl)formamido)methyl)phenyl)methyl)amino)pyridine-3-yl)xanthine